BrC=1C=C(C=C2C(NN(C2=O)C2=CC=C(C=C2)OC)=O)C=C(C1)[N+](=O)[O-] 4-(3-bromo-5-nitrobenzylidene)-1-(4-methoxyphenyl)pyrazoline-3,5-dione